4-(6-(3,5-dimethylisoxazol-4-yl)-1-(1-phenylethyl)-1H-pyrrolo[3,2-b]pyridin-3-yl)-3,5-dimethoxybenzoic acid CC1=NOC(=C1C=1C=C2C(=NC1)C(=CN2C(C)C2=CC=CC=C2)C2=C(C=C(C(=O)O)C=C2OC)OC)C